C[C@H]1OCCN(C1)CC=1C=C(C=2N(C1)C=CN2)C(=O)O (R)-6-((2-methylmorpholino)methyl)imidazo[1,2-a]pyridine-8-carboxylic acid